9-Hydroxy-5-methyl-12-phenyl-4-thia-2,12-diazatricyclo[7.3.0.03,7]dodeca-1,3(7),5-trien-8-on OC12C(C=3C=C(SC3N=C2N(CC1)C1=CC=CC=C1)C)=O